7-(((1s,3S)-3-hydroxycyclobutyl)amino)-1-(((R)-tetrahydrofuran-3-yl)amino)-2,6-naphthyridine-3-carbonitrile OC1CC(C1)NC1=NC=C2C=C(N=C(C2=C1)N[C@H]1COCC1)C#N